C1(CC1)C(=O)N1CC2(C1)CN(C2)C=2C=NC=C(C2)C=2C=C1C=CC(=NC1=CC2)OC cyclopropyl(6-(5-(2-methoxyquinolin-6-yl)pyridin-3-yl)2,6-diazaspiro[3.3]heptane-2-yl)methanone